1-chloroisoquinolin-7-yl-4-(piperidin-1-yl)butanamide ClC1=NC=CC2=CC=C(C=C12)C(C(=O)N)CCN1CCCCC1